1-hexadecyl-2-(6Z,9Z,12Z,15Z-octadecatetraenoyl)-glycero-3-phospho-(1'-sn-glycerol) CCCCCCCCCCCCCCCCOC[C@H](COP(=O)(O)OC[C@H](CO)O)OC(=O)CCCC/C=C\C/C=C\C/C=C\C/C=C\CC